5-(2-Chloro-5-cyanophenyl)-3-{[(3R)-piperidin-3-ylcarbonyl]amino}-1H-indazole-1-carboxylic acid pentyl ester hydrochloride Cl.C(CCCC)OC(=O)N1N=C(C2=CC(=CC=C12)C1=C(C=CC(=C1)C#N)Cl)NC(=O)[C@H]1CNCCC1